C(C)(C)(C)[C@H](C(=O)OC(C)OC1=CC=CC=C1)C1(CC2=CC=CC=C2C1)C(NC(CC1=CNC2=CC=CC=C12)C=1OC(=NN1)CNC(=O)OC(C)(C)C)=O PhenoxyEthanol tert-Butyl-(S)-2-(2-((1-(5-(((tert-butoxycarbonyl)amino)methyl)-1,3,4-oxadiazol-2-yl)-2-(1H-indol-3-yl)ethyl)carbamoyl)-2,3-dihydro-1H-inden-2-yl)acetate